1-(2-(3-fluoro-5-(trifluoromethyl)benzyl)pyridin-4-yl)-5-(2-hydroxyethyl)-1,5,6,7-tetrahydro-4H-pyrazolo[4,3-c]pyridin-4-one FC=1C=C(CC2=NC=CC(=C2)N2N=CC=3C(N(CCC32)CCO)=O)C=C(C1)C(F)(F)F